4-{4-[4-(1-tert-butoxycarbonyl-1,2,3,6-tetrahydro-pyridin-4-yl)-benzoylamino]-3-methyl-phenyl}-piperazine-1-carboxylic acid tert-butyl ester C(C)(C)(C)OC(=O)N1CCN(CC1)C1=CC(=C(C=C1)NC(C1=CC=C(C=C1)C=1CCN(CC1)C(=O)OC(C)(C)C)=O)C